Cl.Cl.ClC=1C=NN2C1N=C1CC3(CCC1=C2N[C@@H]2C[C@@H](CC2)N)CCCCC3 (1S,3R)-N1-(3'-chloro-7',8'-dihydro-5'H-spiro[cyclohexane-1,6'-pyrazolo[5,1-b]quinazoline]-9'-yl)cyclopentane-1,3-diamine dihydrochloride